2,4-Dihydroxybenzoic acid N-2-(4-hydroxy-3-methoxy-phenyl)ethylamide OC1=C(C=C(C=C1)CCNC(C1=C(C=C(C=C1)O)O)=O)OC